di(triphenylphosphine) iron dichloride [Fe](Cl)Cl.C1(=CC=CC=C1)P(C1=CC=CC=C1)C1=CC=CC=C1.C1(=CC=CC=C1)P(C1=CC=CC=C1)C1=CC=CC=C1